5-(((tert-butyldiphenylsilyl)oxy)methyl)-1H-pyrazole-3-carboxylic acid ethyl ester C(C)OC(=O)C1=NNC(=C1)CO[Si](C1=CC=CC=C1)(C1=CC=CC=C1)C(C)(C)C